6-(3,5-Dimethoxyphenyl)-4-(1-{[6-(methoxymethyl)-2-pyridinyl]methyl}-1H-1,2,3-triazol-4-yl)-2-pyrimidinylamine COC=1C=C(C=C(C1)OC)C1=CC(=NC(=N1)N)C=1N=NN(C1)CC1=NC(=CC=C1)COC